(R)-2-(1-(5,7-dichloro-8-fluoro-2-(methylthio)pyrido[4,3-d]pyrimidin-4-yl)pyrrolidin-2-yl)ethan-1-ol ClC1=NC(=C(C=2N=C(N=C(C21)N2[C@H](CCC2)CCO)SC)F)Cl